2-(7-((2S,5R)-2,5-diethyl-4-(1-(2-methylbenzo[d]thiazol-5-yl)ethyl)piperazin-1-yl)-4-methyl-5-oxo-4,5-dihydro-2H-pyrazolo[4,3-b]pyridin-2-yl)acetonitrile C(C)[C@@H]1N(C[C@H](N(C1)C(C)C=1C=CC2=C(N=C(S2)C)C1)CC)C=1C=2C(N(C(C1)=O)C)=CN(N2)CC#N